OC[C@H](C1=CC=CC=C1)NC1=NC(=NC=C1C(=O)OCC)NC1=CC(=CC=C1)S(=O)(=O)C ethyl 4-[[(1S)-2-hydroxy-1-phenyl-ethyl]amino]-2-(3-methylsulfonylanilino)pyrimidine-5-carboxylate